ONC(=N)C1=C(N=NC=C1)SC1=CC(=CC=C1)OC N-hydroxy-3-[(3-methoxyphenyl)sulfanyl]pyridazine-4-carboximidamide